ClC1=CC=C(C(=N1)C(=O)NS(=O)(=O)C)N[C@H](C)C=1C=C(C=C2C(N(C(=NC12)C1[C@H]2CN(C[C@@H]12)C1=NC=CC(=N1)C)C)=O)C 6-chloro-3-(((R)-1-(3,6-dimethyl-2-((1R,5S,6r)-3-(4-methylpyrimidin-2-yl)-3-azabicyclo[3.1.0]hexan-6-yl)-4-oxo-3,4-dihydroquinazolin-8-yl)ethyl)amino)-N-(methylsulfonyl)picolinamide